5-(methoxycarbonyl)-2,3-dimethylquinoxaline 1-oxide COC(=O)C1=C2N=C(C(=[N+](C2=CC=C1)[O-])C)C